[I-].C1(=CC=CC=C1)[PH+](C1=CC=CC=C1)C1=CC=CC=C1 Triphenyl-phosphonium iodide